cobalt sulfide nickel manganese [Mn].[Ni].[Co]=S